C(C)(C)(C)OC(=O)N(C=1N=CC2=C(N1)CCN(C2)C(=O)OCC2=CC=CC=C2)C(=O)OC(C)(C)C benzyl 2-[bis(tert-butoxycarbonyl) amino]-7,8-dihydropyrido[4,3-d]pyrimidine-6(5H)-carboxylate